OCCCCCCPNC=O N-(6-hydroxyhexyl)phosphanylcarboxamide